C(C)(C)(C)OC(=O)N1CCC(=CC1)C=1C=CC=2C(N(C3=CC=CC1C23)C2C(NC(CC2)=O)=O)=O.SCSC2=C(C(=CC(=C2)SCS)SCS)SCS 1,2,3,5-tetrakis(mercaptomethylthio)benzene tert-butyl-4-[1-(2,6-dioxo-3-piperidyl)-2-oxo-benzo[cd]indol-5-yl]-3,6-dihydro-2H-pyridine-1-carboxylate